3-bromo-3'-chloro-2-iodo-1,1'-biphenyl BrC=1C(=C(C=CC1)C1=CC(=CC=C1)Cl)I